(R)-(1,3-dimethyl-azetidin-3-yl)-(4-isopropyl-phenyl)-pyridin-3-yl-methanol CN1CC(C1)(C)[C@@](O)(C=1C=NC=CC1)C1=CC=C(C=C1)C(C)C